(2R)-2-(6-{5-chloro-2-[(oxan-4-yl)amino]pyrimidin-4-yl}-1-oxo-2,3-dihydro-1H-isoindol-2-yl)-N-[(1R)-1-(3-ethoxyphenyl)ethyl]-3-hydroxypropanamide ClC=1C(=NC(=NC1)NC1CCOCC1)C1=CC=C2CN(C(C2=C1)=O)[C@@H](C(=O)N[C@H](C)C1=CC(=CC=C1)OCC)CO